2-(2-(2-((2-(2,6-dioxapiperidin-3-yl)-1,3-dioxaindol-4-yl)amino)ethoxy)ethyl)p-phenylenediamine N1OC(CCO1)C1OC2=CC=CC(=C2O1)NCCOCCC1=C(C=CC(=C1)N)N